NC1=CC(=C(C=C1)C1C2=C(CNC1)SC(=C2)C#N)C=2C(=NN(C2)CC)C(F)(F)F 4-(4-Amino-2-(1-ethyl-3-(trifluoromethyl)-1H-pyrazol-4-yl)phenyl)-4,5,6,7-tetrahydrothieno[2,3-c]pyridine-2-carbonitrile